1-(6-Fluoro-1-methyl-[1,2,4]triazolo[4,3-a]quinazolin-5-yl)-6-[2-(3-methyloxetan-3-yl)ethynyl]-3,5-dihydro-2H-4,1-benzoxazepine FC1=C2C(=NC=3N(C2=CC=C1)C(=NN3)C)N3CCOCC1=C3C=CC=C1C#CC1(COC1)C